chloro-5'-methyl-6'-oxo-5',6'-dihydro-spiro[piperidine-4,7'-pyrrolo[3,2-d]pyrimidine]-1-carboxylic acid tert-butyl ester C(C)(C)(C)OC(=O)N1CCC2(C(N(C3=C2N=C(N=C3)Cl)C)=O)CC1